cis-rac-tert-butyl (3R,4S)-4-((4-(benzo[d]thiazol-6-ylamino)-7-(1-methyl-1H-pyrazol-3-yl)quinazolin-6-yl)amino)-3-fluoropiperidine-1-carboxylate S1C=NC2=C1C=C(C=C2)NC2=NC=NC1=CC(=C(C=C21)N[C@@H]2[C@@H](CN(CC2)C(=O)OC(C)(C)C)F)C2=NN(C=C2)C |r|